phenyl (2-(2,2-dimethylpyrrolidin-1-yl)ethyl)carbamate CC1(N(CCC1)CCNC(OC1=CC=CC=C1)=O)C